C(C)(C)(C)OC([C@H]1N[C@H](CC1)C=C)=O.C1N(CC2CCCCC12)C=O (octahydro-2H-isoindol-2-yl)methanone tert-Butyl-(5R)-5-ethenyl-L-prolinate